ClC1=C(C=C(C=C1)F)C1=C2C(=C3CNC(C3=C1)=O)N=C(O2)C2=CC(=CC(=C2)C(F)(F)F)F (2-chloro-5-fluorophenyl)-2-(3-fluoro-5-(trifluoromethyl)phenyl)-7,8-dihydro-6H-oxazolo[4,5-e]isoindol-6-one